rac-(1r,2r,3s,4r,5s)-5-hydroxy-N-(2-methyl-3-(trifluoromethyl)phenyl)-3-(3-(trifluoromethyl)phenyl)-7-oxabicyclo[2.2.1]heptane-2-carboxamide O[C@@H]1[C@H]2[C@@H]([C@H]([C@@H](C1)O2)C(=O)NC2=C(C(=CC=C2)C(F)(F)F)C)C2=CC(=CC=C2)C(F)(F)F |r|